BrCC=1N=NNC1CBr 4,5-dibromomethyl-1H-1,2,3-triazole